ClC1=C(C=C(C=C1OC)OC)C1=CC2=C(N=C(N=C2)N[C@H]2[C@H](COC2)NC(C=C)=O)C(=N1)NCC1N(CCC1)C N-((3R,4S)-4-((6-(2-chloro-3,5-dimethoxyphenyl)-8-(((1-methylpyrrolidin-2-yl)methyl)amino)pyrido[3,4-d]pyrimidin-2-yl)amino)tetrahydrofuran-3-yl)acrylamide